C1OCC12CN(C2)C2=CC=CC=N2 6-(2-oxa-6-azaspiro[3.3]heptane-6-yl)pyridine